N(=C=O)CC(C)CCCCC 2-isocyanatomethyl-heptane